(2r,4s)-1-acetyl-4-(3-ethoxy-4-methoxyphenyl)pyrrolidine-2-carboxylic acid C(C)(=O)N1[C@H](C[C@H](C1)C1=CC(=C(C=C1)OC)OCC)C(=O)O